9-(1-chloroethyl)-7-cyclopropyl-2-(piperidin-1-yl)-4H-pyrido[1,2-a]pyrimidin-4-one ClC(C)C1=CC(=CN2C1=NC(=CC2=O)N2CCCCC2)C2CC2